Br\C(\C[N+]1=C2N(C(C(=C1O)C1=CC(=CC=C1)C(F)(F)F)=O)C=CC=C2)=C/C2=CC=CC=C2 (Z)-1-(2-bromo-3-phenylallyl)-4-oxo-3-(3-(trifluoromethyl)phenyl)-4H-pyrido[1,2-a]pyrimidin-1-ium-2-ol